4-(4-amino-2,6-dichloro-phenoxy)-2H-phthalazin-1-one NC1=CC(=C(OC2=NNC(C3=CC=CC=C23)=O)C(=C1)Cl)Cl